C1(=CC=CC=C1)N(C(C=C)=O)CC1OCCC1 N-phenyl-N-(tetrahydrofuran-2-ylmethyl)prop-2-enamide